chloro-3-(methoxymethyl)-9-(trifluoromethyl)-2H-[1,4]thiazino[2,3,4-ij]quinazoline-5,7(3H,6H)-dione ClC1C(N2C(NC(C3=CC(=CC(=C23)S1)C(F)(F)F)=O)=O)COC